Furantetracarboxylat O1C(=C(C(=C1C(=O)[O-])C(=O)[O-])C(=O)[O-])C(=O)[O-]